(R)-3-methyl-4-(7-(methylsulfonyl)-2-(1H-pyrazol-3-yl)-6,7,8,9-tetrahydro-2H-1,2,3,7-tetraazabenzo[cd]azulen-4-yl)morpholine C[C@H]1N(CCOC1)C=1C=C2C3=C(N(N=C3CCN(C2)S(=O)(=O)C)C2=NNC=C2)N1